C1=CC=CC=2C3=CC=CC=C3C(C12)COC(=O)N[C@H](C(=O)O)CC(=O)N1CC(C1)OC (S)-2-((((9H-fluoren-9-yl)methoxy)carbonyl)amino)-4-(3-methoxyazetidin-1-yl)-4-oxobutanoic acid